ortho-chlorobenzoic acid ClC1=C(C(=O)O)C=CC=C1